5-[4-amino-5-(trifluoromethyl)-pyrrolo[2,1-f][1,2,4]triazin-7-yl]-N-[(3R,4S)-4-fluoro-1-[1-(2-methoxyphenyl)ethyl]-pyrrolidin-3-yl]-2-methoxy-pyridine-3-carboxamide NC1=NC=NN2C1=C(C=C2C=2C=C(C(=NC2)OC)C(=O)N[C@@H]2CN(C[C@@H]2F)C(C)C2=C(C=CC=C2)OC)C(F)(F)F